N-(2-(2-(Dimethylamino)ethoxy)-5-(3'-methyl-2'-oxo-2',3'-dihydrospiro[cyclopentane-1,1'-pyrrolo[2,3-c]quinolin]-8'-yl)pyridin-3-yl)benzenesulfonamide CN(CCOC1=NC=C(C=C1NS(=O)(=O)C1=CC=CC=C1)C1=CC=2C3=C(C=NC2C=C1)N(C(C31CCCC1)=O)C)C